4-[[(1R)-1-(1-chloro-2,2-dimethyl-4-piperidyl)pyrazol-4-yl]methylamino]-2-(2,6-dioxo-3-piperidyl)isoindoline-1,3-dione ClN1C(CC(CC1)N1N=CC(=C1)CNC1=C2C(N(C(C2=CC=C1)=O)C1C(NC(CC1)=O)=O)=O)(C)C